5-[5-[(1R)-1-(3,5-dichloro-4-pyridyl)ethoxy]-6-methoxy-1H-indazol-3-yl]-2-(2-methylsulfonyl-2,6-diazaspiro[3.3]heptan-6-yl)pyridine-3-carbonitrile ClC=1C=NC=C(C1[C@@H](C)OC=1C=C2C(=NNC2=CC1OC)C=1C=C(C(=NC1)N1CC2(CN(C2)S(=O)(=O)C)C1)C#N)Cl